[N+](=O)([O-])[O-].[Y+3].S(=O)(=O)([O-])[O-].[Zr+4] zirconium sulfate yttrium nitrate